COC(C1CCN(CC1)C1=CC=C(C=C1)[C@H]1[C@H](CCC2=CC(=CC=C12)B1OC(C(O1)(C)C)(C)C)C1=CC=CC=C1)OC 4-(dimethoxymethyl)-1-(4-((1R,2S)-2-phenyl-6-(4,4,5,5-tetramethyl-1,3,2-dioxaborolan-2-yl)-1,2,3,4-tetrahydronaphthalen-1-yl)phenyl)piperidine